BrC1=CC=C(C=C1)C(CCCC(=O)OC)(F)F Methyl 5-(4-bromo-phenyl)-5,5-difluoro-pentanoate